3-(4-bromo-6-chloro-1-(tetrahydro-2H-pyran-2-yl)-1H-indazol-5-yl)propanehydrazide BrC1=C2C=NN(C2=CC(=C1CCC(=O)NN)Cl)C1OCCCC1